2-cyclopentyl-N4,N4-Bis(4-methoxybenzyl)-6-(thiazol-2-yl)pyridine-2,4-diamine C1(CCCC1)C1(NC(=CC(=C1)N(CC1=CC=C(C=C1)OC)CC1=CC=C(C=C1)OC)C=1SC=CN1)N